BrC1=CC=CC2=C1C=C(NC(=N2)NC(=O)C(C)N(C(OC(C)(C)C)=O)C)[N+](=O)[O-] tert-butyl N-{1-[(6-bromo-4-nitro-3H-1,3-benzodiazepine-2-yl) carbamoyl] ethyl}-N-methylcarbamate